4-acetyl-3-(4-methoxyphenyl)-5-methyl-1H-pyrrole-2-carbaldehyde C(C)(=O)C=1C(=C(NC1C)C=O)C1=CC=C(C=C1)OC